[Si].FF molecular fluorine silicon